FC(C(=O)O)(F)F.C(N)(=N)N1CCC(=CC1)C=1C=C(N(C1)C)C(=O)NC1=CC(=C(C=C1)C=1CCN(CC1)C(N)=N)F 4-(1-carbamimidoyl-1,2,3,6-tetrahydropyridin-4-yl)-N-[4-(1-carbamimidoyl-1,2,3,6-tetrahydropyridin-4-yl)-3-fluorophenyl]-1-methyl-1H-pyrrole-2-carboxamide trifluoroacetate